N-(3-chloro-2-methylphenyl)-2-{[(2R)-1-hydroxy-3-methylbutan-2-yl]amino}-6-({[2-(trifluoromethyl)phenyl]carbonyl}amino)-1H-benzimidazole-4-carboxamide ClC=1C(=C(C=CC1)NC(=O)C1=CC(=CC=2NC(=NC21)N[C@@H](CO)C(C)C)NC(=O)C2=C(C=CC=C2)C(F)(F)F)C